C1(CCCCC1)[C@H](C(=O)OC)NS(=O)(=O)C1=CC=C(C2=CC=CC=C12)NC(C1=C(C=CC=C1)C)=O (R)-methyl 2-cyclohexyl-2-(4-(2-methylbenzamido)naphthalene-1-sulfonamido)acetate